rel-(1R,2R)-2-aminocyclopentan-1-ol N[C@H]1[C@@H](CCC1)O |o1:1,2|